FC1=C(C=CC(=C1F)OC)C1=CN=C2N1C=CN=C2NC2=CC(=C(C(=O)N[C@@H]1CNCC1)C=C2)CC 4-[[3-(2,3-difluoro-4-methoxyphenyl)imidazo[1,2-a]pyrazin-8-yl]amino]-2-ethyl-N-[(3S)-pyrrolidin-3-yl]benzamide